C(C)(=O)[O-].C(CCCCCCCCCCCCCCC)[N+](C)(C)CCCCCCCCCCCCCCCC biscetyl-dimethyl-ammonium acetate